NCC1=CC=C(C=C1)S(=O)(=O)NC1CC1 4-(aminomethyl)-N-cyclopropylbenzenesulfonamide